COC1=CC=C(C=C1)NC1=NC=NC2=C1N=CN=C2NN=CC=2C=C(C(=C(C2)O)O)O 5-((2-(8-((4-methoxyphenyl)amino)pyrimido[5,4-d]pyrimidin-4-yl)hydrazineylidene)methyl)benzene-1,2,3-triol